3-(1-(2-(methylsulfonyl)-2-oxoethyl)-1H-indol-3-yl)propionic acid CS(=O)(=O)C(CN1C=C(C2=CC=CC=C12)CCC(=O)O)=O